N1=CC(=CC=C1)C(=O)N1CCC(=CC1)C#CC1=CC=C(C=C1)C1=CC(=NO1)CN1C(=NC=C1)[C@H](C)OC1OCCCC1 pyridin-3-yl-(4-((4-(3-((2-((1S)-1-((tetrahydro-2H-pyran-2-yl)oxy)ethyl)-1H-imidazol-1-yl)methyl)isoxazol-5-yl)phenyl)ethynyl)-3,6-dihydropyridine-1(2H)-yl)methanone